C1(CC1)NC(C1=C(C=C(C=C1OC)C1=CN=C2N1C=CC(=C2)C2CCOCC2)OC(F)F)=O N-cyclopropyl-2-(difluoromethoxy)-6-methoxy-4-(7-tetrahydropyran-4-yl-imidazo[1,2-a]pyridin-3-yl)benzamide